FC1=NNC2=CC(=CC(=C12)NC=1NCC(CN1)F)C(=O)O 3-fluoro-4-((5-fluoro-1,4,5,6-tetrahydropyrimidin-2-yl)amino)-1H-indazole-6-carboxylic acid